C(C)(C)(C)C1=CC(=NC=C1)N1C2=CC=CC=C2C=2C=CC(=CC12)OC=1C=C(C=C(C1)Cl)C1=C(C=CC=C1C(C)C)C(C)C 9-(4-(tert-butyl)pyridin-2-yl)-2-((5-chloro-2',6'-diisopropyl-[1,1'-biphenyl]-3-yl)oxy)-9H-carbazole